NC1=C(C2=C(C=C(C=C2C=C1)S(=O)(=O)O)OCCCCS(=O)(=O)O)O 2-amino-1-hydroxy-8-(4-sulfobutoxy)-naphthalen-6-sulfonic acid